1-(1-(((7-(8-ethylnaphthalen-1-yl)-4-(1,4-oxazepan-4-yl)-5,6,7,8-tetrahydropyrido[3,4-d]pyrimidin-2-yl)oxy)methyl)cyclopropyl)-N,N-dimethylmethanamine C(C)C=1C=CC=C2C=CC=C(C12)N1CC=2N=C(N=C(C2CC1)N1CCOCCC1)OCC1(CC1)CN(C)C